ClC1=C(C=CC(=C1)Cl)C(\C=C\C1=CC(=C(C=C1)OC)O)=O (E)-1-(2,4-Dichlorophenyl)-3-(3-hydroxy-4-methoxyphenyl)prop-2-en-1-one